OC=1C(=NC(=CC1)CCN1CCCCC1)\C=N\O (E)-3-hydroxy-6-(2-(piperidin-1-yl)ethyl)pyridineformaldoxime